3-(4-Fluoro-1-oxo-5-(pyridin-2-yl)isoindolin-2-yl)piperidine-2,6-dione FC1=C2CN(C(C2=CC=C1C1=NC=CC=C1)=O)C1C(NC(CC1)=O)=O